Ammonium decanoat C(CCCCCCCCC)(=O)[O-].[NH4+]